(S)-quinuclidin-3-yl (7-(4-methoxyphenyl)chroman-4-yl)carbamate COC1=CC=C(C=C1)C1=CC=C2C(CCOC2=C1)NC(O[C@@H]1CN2CCC1CC2)=O